4-PROPYLSULFANYLPHENYLBORONIC ACID C(CC)SC1=CC=C(C=C1)B(O)O